β-(1-piperidinyl)alanine N1(CCCCC1)C[C@H](N)C(=O)O